N=1C=C(N2N=CC=CC21)C#CC2=C(C=CC=1C(=NOC12)NC=1C=C(C=C(C1)CN1CCOCC1)C(C#N)(C)C)C 2-(3-((7-(imidazo[1,2-b]pyridazin-3-ylethynyl)-6-methylbenzo[d]isoxazol-3-yl)amino)-5-(morpholinomethyl)phenyl)-2-methylpropanenitrile